FC1=C(C=CC(=C1)S(F)(F)(F)(F)F)C(C)=O 1-(2-fluoro-4-(pentafluoro-λ6-sulfanyl)phenyl)ethan-1-one